ClC1=CC=C2C(=N1)[C@@](OC2=O)(C)CC (R)-2-chloro-7-ethyl-7-methylfuro[3,4-b]pyridin-5(7H)-one